CC1=CC=CC(=N1)CN1CCC(CC1)C=1C=C2CN(C(C2=CC1)=O)C1C(NC(CC1)=O)=O 3-(5-(1-((6-methyl-pyridin-2-yl)methyl)piperidin-4-yl)-1-oxoisoindolin-2-yl)piperidine-2,6-dione